C1(CC1)C1=CC(=NC(=N1)N(C(C)C)CC)C(=O)NC1=CC(=C(C(=O)O)C=C1)C 4-(6-Cyclopropyl-2-(ethyl(isopropyl)amino)pyrimidine-4-carboxamido)-2-methylbenzoic acid